(p-methoxystyryl)-N-(3-carboxyphenyl)nitrone COC1=CC=C(C=CC=[N+]([O-])C2=CC(=CC=C2)C(=O)O)C=C1